(S)-tert-butyl 2-amino-4-(((R)-2-methoxypropyl)(4-(5,6,7,8-tetrahydro-1,8-naphthyridin-2-yl)butyl)amino)butanoate N[C@H](C(=O)OC(C)(C)C)CCN(CCCCC1=NC=2NCCCC2C=C1)C[C@@H](C)OC